FC=1C=C(CC2=CC=C(C=C2)NC(=O)C2=CN(C(C=C2)=O)C)C=CC1 N-(4-(3-fluorobenzyl)phenyl)-1-methyl-6-oxo-1,6-dihydropyridine-3-carboxamide